CSC1=CC=C(C=C1)C1=C(C=CC=C1)NC(=O)C=1C(=NN(C1)C)C(F)F 1-methyl-3-difluoromethyl-1H-pyrazole-4-carboxylic acid (4'-methylsulfanyl-biphenyl-2-yl)-amide